tetraisopropyl di(dilaurylphosphite) C(CCCCCCCCCCC)P(OC(C)C)(OC(C)C)([O-])CCCCCCCCCCCC.C(CCCCCCCCCCC)P(OC(C)C)(OC(C)C)([O-])CCCCCCCCCCCC